1-(tert-Butoxycarbonyl)-4-((6-methoxypyridin-3-yl)methyl)piperidine-4-carboxylic acid C(C)(C)(C)OC(=O)N1CCC(CC1)(C(=O)O)CC=1C=NC(=CC1)OC